7-bromo-2-((2-(trimethylsilyl)ethoxy)methyl)-2H-indazole BrC1=CC=CC2=CN(N=C12)COCC[Si](C)(C)C